O[C@H]1C[C@H]2C[C@H]([C@H]3[C@@H]4CC[C@H]([C@@H](CCC(=O)O)C)[C@]4(CC[C@@H]3[C@]2(CC1)C)C)O 3α,7α-dihydroxy-5β-cholanoic acid